N-(3-cyclopropyl-5-(((3R,5S)-3,5-dimethylpiperazine-1-yl)methyl)phenyl)-4-(6-methyl-1H-indol-3-yl)-5-(trifluoromethyl)pyrimidine-2-amine C1(CC1)C=1C=C(C=C(C1)CN1C[C@H](N[C@H](C1)C)C)NC1=NC=C(C(=N1)C1=CNC2=CC(=CC=C12)C)C(F)(F)F